(2R,2'R)-3,3'-disulfanediylbis[2-(acetamido)propionic acid] S(SC[C@@H](C(=O)O)NC(C)=O)C[C@@H](C(=O)O)NC(C)=O